ClCC1=CC(=NN1CC1=CC=C(C=C1)OC)CC 5-(chloromethyl)-3-ethyl-1-[(4-methoxyphenyl)methyl]-1H-pyrazole